resorcinolbis-amide C=1(O)C(=C(O)C(=CC1)C(=O)N)C(=O)N